FC(C(CCCC=CCC=CCC=CCC=CCCCCC)=O)(F)F 1,1,1-trifluorohenicosa-6,9,12,15-tetraen-2-one